NCCCCCCCNC=1C(=C(C(=O)NC=2N=NC(=CC2)OC)C=CC1)C 3-((7-aminoheptyl)amino)-N-(6-methoxypyridazin-3-yl)-2-methylbenzamide